3-Cyclopropylisoxazol C1(CC1)C1=NOC=C1